(1s,2s)-2-(isopropylamino)-1-(p-tolyl)propan-1-ol 1-(tert-butyl)2,3-dimethyl-(1S,2S)-1-((diphenylmethylene)amino)-propane-1,2,3-tricarboxylate C(C)(C)(C)[C@]([C@](C(C(=O)O)C)(C(=O)O)C)(C(=O)O[C@H]([C@H](C)NC(C)C)C1=CC=C(C=C1)C)N=C(C1=CC=CC=C1)C1=CC=CC=C1